CC1=C(C=CC=C1)C(C#N)=NC 2-(2-methylphenyl)-2-methyliminoacetonitrile